C1(CC1)CC=O 2-cyclopropylethanone